C(/C1=CC=CC=C1)=C/1\C(N(CC1(C)CS(=O)(=O)C1=CC=C(C=C1)OC)C1=CC=CC=C1)=O (E)-3-benzylidene-4-(((4-methoxyphenyl)sulfonyl)methyl)-4-methyl-1-phenylpyrrolidin-2-one